FC(OC1=CC=C(C=C1)C1=CC(=C(C(=C1)F)N1C(C2(N3C1=NC=C3)CC2)=O)F)F 7'-[4-[4-(difluoromethoxy)phenyl]-2,6-difluoro-phenyl]spiro[cyclopropane-1,5'-imidazo[1,2-a]imidazole]-6'-one